tert-Butyl ((5-(4,4,5,5-tetramethyl-1,3,2-dioxaborolan-2-yl)pyrimidin-2-yl)methyl)carbamate CC1(OB(OC1(C)C)C=1C=NC(=NC1)CNC(OC(C)(C)C)=O)C